C(C)(C)(C)OC(NC\C(=C(/CO)\C)\C)=O N-[(2Z)-4-hydroxy-2,3-dimethylbut-2-en-1-yl]carbamic acid tert-butyl ester